FC1=C2C(NC(N(C2=CC(=C1)C(F)(F)F)C1=CC=CC=C1)=O)=O 5-fluoro-1-phenyl-7-(trifluoromethyl)quinazolin-2,4(1H,3H)-dione